cyclohexane-1-carboxylic acid methyl ester trifluoroacetate FC(C(=O)O)(F)F.COC(=O)C1CCCCC1